OC(CC=1C=C(C=C(C1)N1N=C2C(=N1)C=CC=C2)CCCCC)CCC 2-(2'-hydroxy-3',5'-dipentylphenyl)benzotriazole